4-Butoxy-3-methoxybenzoic acid methyl ester COC(C1=CC(=C(C=C1)OCCCC)OC)=O